C[C@@H](CC(=O)O)Br 3S-bromobutanoic acid